COC=1C=C(C=CC1OCCCN1CCCCC1)NC1=NC=CC(=N1)NC=1C=C2CCCN(C2=CC1)C 2-[3-methoxy-4-(3-piperidinopropoxy)phenylamino]-4-(1-methyl-1,2,3,4-tetrahydro-6-quinolylamino)pyrimidine